ClC1=CC(=NC(=C1)Cl)C(=O)N 4,6-dichloropyridineamide